COC=1C=C(C(=O)N[C@H]2CN(CCC2)C(=O)OC(C)(C)C)C=CC1[N+](=O)[O-] tert-butyl (3R)-3-(3-methoxy-4-nitrobenzamido)piperidine-1-carboxylate